CC1=C(C=CC=C1C)C1=C(C=C2C(=N1)C(=NN2)C=2C=NN(C2)C2CN(C2)C(=O)OC)OC methyl 3-(4-(5-(2,3-dimethylphenyl)-6-methoxy-1H-pyrazolo[4,3-b]pyridin-3-yl)-1H-pyrazol-1-yl)azetidine-1-carboxylate